C(N)(=O)C1=C(C=CC=C1Cl)N1C(C(C2=CC(=CC=C12)C1CCN(CC1)C(=O)OC(C)(C)C)(C)C)=O tert-butyl 4-(1-(2-carbamoyl-3-chlorophenyl)-3,3-dimethyl-2-oxoindolin-5-yl)piperidine-1-carboxylate